ONC(C(C(C(=O)N)CC(C)C)O)=O N1,2-dihydroxy-3-(2-methylpropyl)butanediamide